NC1=C(NCCOCCO)C=CC(=C1C)Br 2-[2-(2-amino-4-bromo-3-methylanilino)ethoxy]ethan-1-ol